4-(difluoromethyl)-N-[4-fluoro-2-[(3R)-3,4-dimethylpiperazin-1-yl]-5-[2-[(3R)-3-methylmorpholin-4-yl]pyrimidin-5-yl]phenyl]-6-oxo-1H-pyridine-3-carboxamide FC(C=1C(=CNC(C1)=O)C(=O)NC1=C(C=C(C(=C1)C=1C=NC(=NC1)N1[C@@H](COCC1)C)F)N1C[C@H](N(CC1)C)C)F